OC1C(=CCC(O1)C1=CC(OC1O)=O)CCC=C(CCC1=C(CCCC1(C)C)C)C 4-[3,6-Dihydro-6-hydroxy-5-[4-methyl-6-(2,6,6-trimethyl-1-cyclohexen-1-yl)-3-hexenyl]-2H-pyran-2-yl]-5-hydroxy-2(5H)-furanone